FC=1C=C(C=CC1)C=1C=C2CCCC(C2=CC1)NC(O[C@@H]1CN2CCC1CC2)=O (S)-quinuclidin-3-yl (6-(3-fluorophenyl)-1,2,3,4-tetrahydronaphthalen-1-yl)carbamate